(M)-4-(1,6-dimethyl-1H-indazol-7-yl)-7,7-dimethyl-2-(2-(2-propenoyl)-2,6-diazaspiro[3.4]octan-6-yl)-5,7-dihydrofuro[3,4-b]pyridine-3-carbonitrile CN1N=CC2=CC=C(C(=C12)C1=C2C(=NC(=C1C#N)N1CC3(CN(C3)C(C=C)=O)CC1)C(OC2)(C)C)C